O[C@@H]1C[C@H](N(C1)C(C(C(C)(C)C)NC(C)=O)=O)C=1NC(=CN1)CC1=CC=C(C=C1)C1=C(N=CS1)C N-[(1S)-1-[(2S,4R)-4-hydroxy-2-[5-[[4-(4-methyl-1,3-thiazol-5-yl)phenyl]methyl]-1H-imidazol-2-yl]pyrrolidin-1-yl]-3,3-dimethyl-1-oxobutan-2-yl]acetamide